COCCCOC1=CC=C(C=N1)C=1N=C(NC(C1)=O)C=1C=C(CNC(C(C)C)=O)C=CC1C(F)(F)F N-(3-{4-[6-(3-Methoxypropoxy)pyridin-3-yl]-6-oxo-1,6-dihydropyrimidin-2-yl}-4-(trifluoromethyl)benzyl)isobutyramide